C(C)N1N=NC2=C1C=CC(=C2C)C(CC(=O)O)C=2C=C(C1=C(C=CS1)C2)CN2C[C@H](OC1=C(C2)N=C(C=C1)C)CC 3-(1-ethyl-4-methyl-1H-benzotriazol-5-yl)-3-(7-{[(2R)-2-ethyl-7-methyl-2,3-dihydropyrido[2,3-f][1,4]oxazepin-4(5H)-yl]methyl}-1-benzothiophen-5-yl)propanoic acid